ClC=1C=CC2=C(C(=NCC3=C2N=CN=C3)C3=C(C=CC=C3F)F)C1 9-Chloro-7-(2,6-difluoro-phenyl)-5H-benzo[c]pyrimido[4,5-e]azepin